(1S,3s)-3-(aminomethyl)-1-(fluoromethyl)cyclobutanol NCC1CC(C1)(O)CF